1-(5-[(5-chlorothiophen-2-yl)methyl]amino-3-[1-(pyridin-2-ylmethyl)piperidin-4-yl]-1H-pyrazol-1-yl)-3-hydroxy-2,2-dimethylpropan-1-one ClC1=CC=C(S1)CNC1=CC(=NN1C(C(CO)(C)C)=O)C1CCN(CC1)CC1=NC=CC=C1